ClC1=CC=C(C=C1)C=1C=NN(C1)CC1=NNC=C1 4-(4-Chlorophenyl)-1-(1H-pyrazol-3-ylmethyl)pyrazole